COC([C@@H](NC(=O)C=1NC2=CC=CC(=C2C1)OC)CC(C)C)=O (4-methoxy-1H-indole-2-carbonyl)-L-leucine methyl ester